4-ethoxy-5-methylphenol C(C)OC1=CC=C(C=C1C)O